2-chloro-4-(1H-indol-3-yl)-7-tosyl-7H-pyrrolo[2,3-d]pyrimidine ClC=1N=C(C2=C(N1)N(C=C2)S(=O)(=O)C2=CC=C(C)C=C2)C2=CNC1=CC=CC=C21